CC1=C(C=C2C=NN(C2=C1)C=1C=C(C(=O)NC2COCC2)C=CC1)N1CCN(C2(CC2)C1)S(=O)(=O)C=1C=NN(C1)CCC 3-(6-methyl-5-(4-((1-propyl-1H-pyrazol-4-yl)sulfonyl)-4,7-diazaspiro[2.5]octan-7-yl)-1H-indazol-1-yl)-N-(tetrahydrofuran-3-yl)benzamide